ClC=1C(=C(C#N)C=C(C1)C(C)(C1=CC=C(C=C1)OCC1=NC(=NC=C1)SC)C)OCCOCCOC=1C=C2C(N(C(C2=CC1)=O)C1C(NC(CC1)=O)=O)=O 3-Chloro-2-[2-[2-[2-(2,6-dioxo-3-piperidyl)-1,3-dioxo-isoindolin-5-yl]oxyethoxy]ethoxy]-5-[1-methyl-1-[4-[(2-methylsulfanylpyrimidin-4-yl)methoxy]phenyl]ethyl]benzonitrile